FC(C(=O)O)(F)F.C1(CC1)N(C(C(F)(F)F)=O)CC1N2CCC(C1=O)(CC2)C N-cyclopropyl-2,2,2-trifluoro-((4-methyl-3-oxoquinuclidin-2-yl)methyl)acetamide 2,2,2-trifluoroacetate